O=C1CC(C1)C1=CC=CC2=CC3=CC=CC=C3C=C12 1-(3-oxocyclobutyl)anthracene